(R)-N-cyclopropyl-2-(3-methylmorpholinyl)-4-(1H-pyrrolo[2,3-b]pyridin-4-yl)-5H-pyrrolo[2,3-d]pyrimidine-7(6H)-carboxamide C1(CC1)NC(=O)N1CCC2=C1N=C(N=C2C2=C1C(=NC=C2)NC=C1)N1[C@@H](COCC1)C